CN(C(=O)C=1N=C2C(=CC=NC2=CC1OC)OC1=CC=C(C=C1)NC(=O)C1(CC1)C(=O)NC1=CC=C(C=C1)F)C 1-N-[4-[[6-(dimethylcarbamoyl)-7-methoxy-1,5-naphthyridin-4-yl]oxy]phenyl]-1-N'-(4-fluorophenyl)cyclopropane-1,1-dicarboxamide